(E)-3-(5-carboxypentyl)-2-(2-(7-(dimethylamino)benzo[c][1,2,5]thiadiazol-4-yl)vinyl)benzo[d]thiazol-3-ium C(=O)(O)CCCCC[N+]1=C(SC2=C1C=CC=C2)\C=C\C2=CC=C(C1=NSN=C12)N(C)C